COC(=O)[C@@H]1CC[C@H](CC1)C=1OC(=NN1)CO[C@@H]1C[C@@H](C1)OC(F)(F)F.C1=C(C=CC2=CC=CC=C12)NC(CC)=O N-(naphthalene-2-yl)propionamide trans-methyl-4-(5-((cis-3-(trifluoromethoxy)cyclobutoxy)methyl)-1,3,4-oxadiazol-2-yl)cyclohexanecarboxylate